(3-acetylphenyl)-2-(3-methoxyphenyl)acetamide C(C)(=O)C=1C=C(C=CC1)C(C(=O)N)C1=CC(=CC=C1)OC